6-bromo-2,3,4,5-tetrahydro-1H-pyrido[4,3-b]indole BrC1=CC=CC=2C3=C(NC12)CCNC3